carbazole-9-yl-(4-chlorophenyl)methanone C1=CC=CC=2C3=CC=CC=C3N(C12)C(=O)C1=CC=C(C=C1)Cl